FC=1C=C2C(=NC1)NC=C2NC(N)=O 3-[5-fluoro-1H-pyrrolo[2,3-b]Pyridin-3-yl]Urea